4,4-dimethyl-3,5-heptanediol dibenzoate C(C1=CC=CC=C1)(=O)OC(CC)C(C(CC)OC(C1=CC=CC=C1)=O)(C)C